3-(3-(3-methylphenyl)-5-methyl-4-thiazolinonyl)-N-(4-phenylbutyl)benzamide Methyl-(E)-3-(3-cyano-4-methoxypyrazolo[1,5-a]pyridin-6-yl)acrylate COC(\C=C\C=1C=C(C=2N(C1)N=CC2C#N)OC)=O.CC=2C=C(C=CC2)N2C(SC(=C2C=2C=C(C(=O)NCCCCC1=CC=CC=C1)C=CC2)C)=O